S(=O)(=O)(O)C(C(=O)OCC(C)C)CC(=O)OCC(C)C.[Na] Sodium Diisobutyl Sulfosuccinate